ClC1=C2C(=NN(C2=C(C=C1)C=1C=C2C(=NC1C(CC1=CC(=CC(=C1)F)F)NC(OC(C)(C)C)=O)N=CN2)C)NS(=O)(=O)C tert-butyl (1-(6-(4-chloro-1-methyl-3-(methylsulfonamido)-1H-indazol-7-yl)-1H-imidazo[4,5-b]pyridin-5-yl)-2-(3,5-difluorophenyl)ethyl)carbamate